(4-{[3-(4-bromo-2-fluoro-phenylcarbamoyl)-bicyclo[1.1.1]pentane-1-carbonyl]-amino}-benzyl)-carbamic acid tert-butyl ester C(C)(C)(C)OC(NCC1=CC=C(C=C1)NC(=O)C12CC(C1)(C2)C(NC2=C(C=C(C=C2)Br)F)=O)=O